pyrimidine phosphorus (pyrimidate) N1=C(N=CC=C1)C(=O)[O-].[P+3].N1=CN=CC=C1.N1=C(N=CC=C1)C(=O)[O-].N1=C(N=CC=C1)C(=O)[O-]